2-(4-fluoro-2-methoxyphenoxy)-N-(3-sulfamylphenyl)quinoline-3-carboxamide FC1=CC(=C(OC2=NC3=CC=CC=C3C=C2C(=O)NC2=CC(=CC=C2)S(N)(=O)=O)C=C1)OC